4-(5-(5-phenoxypentyl)-2,3,4,5-tetrahydro-1H-benzo[b][1,4]diazepine-1-Carbonyl)phenyl-benzamide zinc [Zn].O(C1=CC=CC=C1)CCCCCN1C2=C(N(CCC1)C(=O)C1=CC=C(C=C1)C1=C(C(=O)N)C=CC=C1)C=CC=C2